benzyl-3-(2,6-bis(benzyloxy)pyridin-3-yl)-1-methyl-1H-indazol-7-amine C(C1=CC=CC=C1)C1=C2C(=NN(C2=C(C=C1)N)C)C=1C(=NC(=CC1)OCC1=CC=CC=C1)OCC1=CC=CC=C1